6-(4-cyclopropyl-6-methoxypyrimidin-5-yl)-3-(furan-3-yl)-1-(4-(1-isopropyl-4-(trifluoromethyl)-1H-imidazol-2-yl)benzyl)-1H-pyrazolo[3,4-d]pyrimidine C1(CC1)C1=NC=NC(=C1C1=NC=C2C(=N1)N(N=C2C2=COC=C2)CC2=CC=C(C=C2)C=2N(C=C(N2)C(F)(F)F)C(C)C)OC